NC1=C(C=C(C=N1)C=1C=C2N(N1)CCC21CN(C1)C(=O)N[C@H](C)C1=CC(=NC=C1)C#N)OC(F)F 2'-[6-amino-5-(difluoromethoxy)pyridin-3-yl]-N-[(1R)-1-(2-cyanopyridin-4-yl)ethyl]-5',6'-dihydrospiro[azetidine-3,4'-pyrrolo[1,2-b]pyrazole]-1-carboxamide